C(C1=CC=CC=C1)OC(=O)N1CCN(C2=CC=CC(=C12)C)C1=CC2=C(N=C(N=C2)S(=O)C)N(C1=O)C1=CC(=CC=C1)OC 4-[8-(3-methoxyphenyl)-2-methylsulfinyl-7-oxo-pyrido[2,3-d]pyrimidin-6-yl]-8-methyl-2,3-dihydroquinoxaline-1-carboxylic acid benzyl ester